(2,3-dichlorophenyl)-6-hydroxy-2-methylpyrimidin-4(3H)-one ClC1=C(C=CC=C1Cl)N1C(=NC(=CC1=O)O)C